C(CCC)C(C(=O)OCCCCN(CCCCOC(C(CCCCCC)CCCC)=O)CCN1CCN(CC1)CCNCCN)CCCCCC ((2-(4-(2-((2-aminoethyl)amino)ethyl)piperazin-1-yl)ethyl)azanediyl)bis(butane-4,1-diyl) bis(2-butyloctanoate)